O1C(C1)CN1C(CCC1)=O 1-(oxiran-2-ylmethyl)pyrrolidin-2-one